2-[2-(aminomethyl)-3,3-difluoro-allyl]-4-[3-(4-methylsulfonylphenyl)phenyl]-1,2,4-triazol NCC(CN1N=CN(C1)C1=CC(=CC=C1)C1=CC=C(C=C1)S(=O)(=O)C)=C(F)F